2-(2,5-dimethoxy-4-propylsulfanylphenyl)ethanamine COC1=C(C=C(C(=C1)SCCC)OC)CCN